((3R,4R)-5-(2,4-dioxo-3,4-dihydropyrimidin-1(2H)yl)-3,4-diacetoxytetrahydrofuran-2-yl) methyl (2-(octadecyldithio) ethyl) phosphate P(=O)(OC1OC([C@@H]([C@H]1OC(C)=O)OC(C)=O)N1C(NC(C=C1)=O)=O)(OC)OCCSSCCCCCCCCCCCCCCCCCC